barium cerotic acid C(CCCCCCCCCCCCCCCCCCCCCCCCC)(=O)O.[Ba]